(R)-N,N-dimethyl-1-(3-((2R,5S)-5-methylpiperidin-2-yl)phenoxy)propan-2-amine CN([C@@H](COC1=CC(=CC=C1)[C@@H]1NC[C@H](CC1)C)C)C